C(C)N(C1=CC=CC=C1)CC Diethyl-aniline